(S)-1-(1-(3-(2-cyanophenyl)azetidin-1-yl)-3-hydroxy-1-oxopropan-2-yl)-3-(2-ethynyl-thiazol-4-yl)urea C(#N)C1=C(C=CC=C1)C1CN(C1)C([C@H](CO)NC(=O)NC=1N=C(SC1)C#C)=O